NC1=NC=2C=CC(=CC2C2=C1[C@H](OC2)C)C(=O)N(CC2=NC=C(C=C2)C(F)(F)F)[C@H]2[C@@H](COCC2)C (3R)-4-amino-3-methyl-N-((3S,4R)-3-methyltetrahydro-2H-pyran-4-yl)-N-((5-(trifluoromethyl)-2-pyridinyl)methyl)-1,3-dihydrofuro[3,4-c]quinoline-8-carboxamide